COC1=CC=C(C=C1)CN1C(N(C=2N=CN(C2C1=O)C)C)=O 1-[(4-methoxyphenyl)methyl]-3,7-dimethylpurine-2,6-dione